N1C(CC1)C1=CC=2C(N=C1)=NN(C2)C=2C=C(C=CC2F)N2CC(C2)F N-{3-[5-(azetidin-2-yl)-2H-pyrazolo[3,4-b]pyridin-2-yl]-4-fluorophenyl}-3-fluoroazetidine